[Na+].C1(=C(C(=C2C(=CC=C3C4=CC=CC5=CC=CC(C1=C23)=C45)C(=O)[O-])C(=O)[O-])C(=O)[O-])C(=O)[O-].[Na+].[Na+].[Na+] perylenetetracarboxylic acid sodium salt